C(C)(=O)N1C(C(C2=CC=CC=C12)=O)=CC1=CC=C(OCC(=O)N)C=C1 2-(4-((1-acetyl-3-oxoindolin-2-ylidene)methyl)phenoxy)acetamide